N1(CC(CCC1)C1CCNCC1)CC=1C=C2C(N(C(C2=CC1)=O)C1C(NC(CC1)=O)=O)=O 5-([3,4'-bipiperidinyl]-1-ylmethyl)-2-(2,6-dioxopiperidin-3-yl)isoindoline-1,3-dione